4-(2-((3-fluorophenyl)sulfonyl)propan-2-yl)-N-(isoxazol-3-yl)piperidine-1-carboxamide FC=1C=C(C=CC1)S(=O)(=O)C(C)(C)C1CCN(CC1)C(=O)NC1=NOC=C1